CC=1N=C2N(C=C(N=C2C)NC(=O)C2=NC=C(N=C2)N2C[C@@H](CC2)CNCCC(F)(F)F)C1 (S)-N-(2,8-dimethylimidazo[1,2-a]pyrazin-6-yl)-5-(3-(((3,3,3-trifluoropropyl)amino)methyl)pyrrolidin-1-yl)pyrazine-2-carboxamide